COCC(COC)O 1,3-dimethoxypropan-2-ol